N-cyclopropyl-5-[5-(trifluoromethyl)-4,5-dihydro-1,2,4-oxadiazol-3-yl]thiophene-2-carboxamide C1(CC1)NC(=O)C=1SC(=CC1)C1=NOC(N1)C(F)(F)F